FC1([C@@H](CN2C(N(C[C@@H]21)C2=NOC1=C2C(=CC(=C1)F)C1=C(C=C(C=C1F)F)F)=O)NS(=O)(=O)C)F N-{(6R,7aR)-7,7-difluoro-2-[6-fluoro-4-(2,4,6-trifluorophenyl)-1,2-benzoxazol-3-yl]-3-oxohexahydro-1H-pyrrolo[1,2-c]imidazol-6-yl}methanesulfonamide